methyl (2R,3S,5R)-3-(N-(4-methoxybenzyl)methylsulfonamido)-5-methyl-2-(((6-phenylbicyclo[4.1.0]heptan-3-yl)oxy)methyl)pyrrolidine-1-carboxylate COC1=CC=C(CN(S(=O)(=O)C)[C@@H]2[C@@H](N([C@@H](C2)C)C(=O)OC)COC2CC3CC3(CC2)C2=CC=CC=C2)C=C1